Br.BrCCCN1CCOCC1 4-(3-bromopropyl)morpholine hydrobromide